2-fluoro-4-(trifluoromethyl)benzylamine FC1=C(CN)C=CC(=C1)C(F)(F)F